5-(3,4-dichlorophenoxy)-2-(ethylthio)isonicotinic acid ClC=1C=C(OC2=CN=C(C=C2C(=O)O)SCC)C=CC1Cl